C(C)(=O)OC1CCCC1 3-acetoxycyclopentane